NC1=C(C=C(C=C1)C1=CC(=CC(=C1)C(F)(F)F)C(F)(F)F)C(=O)OC methyl 4-amino-3',5'-bis(trifluoromethyl)-[1,1'-biphenyl]-3-carboxylate